Dimethyl (3-oxo-6-(pyridin-2-yloxy)-1,3-dihydroisobenzofuran-1-yl)phosphonate O=C1OC(C2=CC(=CC=C12)OC1=NC=CC=C1)P(OC)(OC)=O